3-(2-(3-((2r,6s)-2,6-dimethylpiperazin-1-yl)propoxy)pyridin-4-yl)piperidine-2,6-dione dihydrochloride Cl.Cl.C[C@H]1N([C@H](CNC1)C)CCCOC1=NC=CC(=C1)C1C(NC(CC1)=O)=O